N1N=C(CC=C1)C(=O)O 1,4-dihydropyridazine-3-carboxylic acid